COC1=CC=C(C=C1)NC=1C2=CNC=3N=CN=C(N(N1)C1CCN(CC1)C(C=C)=O)C32 1-(4-(3-((4-Methoxyphenyl)amino)-1,4,5,6,8-pentazaacenaphthylen-5(1H)-yl)piperidin-1-yl)prop-2-en-1-one